N-(4-((7-cyano-1-methyl-2-((1-methyl-2-oxo-5-(trifluoromethyl)-1,2-dihydropyridin-3-yl)amino)-1H-imidazo[4,5-b]pyridin-6-yl)oxy)pyridin-2-yl)-4-methylpiperazine-1-carboxamide C(#N)C1=C2C(=NC=C1OC1=CC(=NC=C1)NC(=O)N1CCN(CC1)C)N=C(N2C)NC=2C(N(C=C(C2)C(F)(F)F)C)=O